Cl.NC(C(=O)NC1=NC=CC(=C1)CC=1N(C(C=CC1)=O)C)C1CCC(CC1)(F)F 2-Amino-2-(4,4-difluorocyclohexyl)-N-(4-((1-methyl-6-oxo-1,6-dihydropyridin-2-yl)methyl)pyridin-2-yl)acetamide HCl salt